6-(1-((1-(4-aminophenyl)piperidin-4-yl)methyl)piperidin-4-yl)-2-(4-phenoxyphenyl)-9,10-dihydro-4H-benzo[d]pyrazolo[1,5-a][1,3]diazepine-3-carboxamide NC1=CC=C(C=C1)N1CCC(CC1)CN1CCC(CC1)C=1C=CC2=C(NC=3N(CC2)N=C(C3C(=O)N)C3=CC=C(C=C3)OC3=CC=CC=C3)C1